N-(4-(1H-pyrazol-4-yl)benzyl)-2-ethynyl-thiazole-4-carboxamide benzyl-4-(((2R,6R)-4-(4-amino-2,6-difluorophenyl)-2,6-dimethylpiperazin-1-yl)methyl)piperidine-1-carboxylate C(C1=CC=CC=C1)OC(=O)N1CCC(CC1)CN1[C@@H](CN(C[C@H]1C)C1=C(C=C(C=C1F)N)F)C.N1N=CC(=C1)C1=CC=C(CNC(=O)C=2N=C(SC2)C#C)C=C1